1-(1-(3-bromo-2-fluorophenyl)-3-(trifluoromethyl)-1H-pyrazol-5-yl)-N-methyl-methanamine BrC=1C(=C(C=CC1)N1N=C(C=C1CNC)C(F)(F)F)F